C(CCOC)(=O)N 4-oxapentanamide